tetrahydropyran-4-ylmethanamine O1CCC(CC1)CN